FCCOCC1=CC=C(C=C1)C=1N=C2N(C=CC(=C2)N(C)C)C1 2-[4-(2-Fluoroethoxymethyl)phenyl]-N,N-dimethyl-imidazo[1,2-a]pyridin-7-amine